CN1N=C(C2=CC=C(C=C12)N1CCNCC1)C1C(NC(CN1)=O)=O 3-(1-Methyl-6-(piperazin-1-yl)-1H-indazol-3-yl)piperazine-2,6-dione